ClC1=CC2=C(O[C@@H](CN(S2(=O)=O)CC=2C=C(C=C3CCCC23)C(CC(=O)O)C2=C(C3=C(N(N=N3)C)C=C2)C)CC)C=C1OCC 3-(7-{[(4R)-8-chloro-7-ethoxy-4-ethyl-1,1-dioxo-3,4-dihydro-2H-5,1,2-benzoxathiazepin-2-yl]methyl}-2,3-dihydro-1H-inden-5-yl)-3-(1,4-dimethyl-1H-benzotriazol-5-yl)propanoic acid